ClC1=CC(=CC(=N1)NC(OC(C)(C)C)=O)C1=C(C=C(C=C1)C#N)C1=NN=CN1C tert-butyl N-[6-chloro-4-[4-cyano-2-(4-methyl-1,2,4-triazol-3-yl)phenyl]pyridin-2-yl]carbamate